C(C1=CC=CC=C1)OC1=C(C=CC(=C1)CCC)C=1C(C=2C(=C3C=CC(OC3=CC2)(C)C)OC1)=O 3-(2-(benzyloxy)-4-propylphenyl)-8,8-dimethyl-pyrano[2,3-f]chromen-4(8H)-one